CN(C)CC=1N(C(=CN1)C1=CC=C(OC2=C(C=CC(=C2)CC)CNC(ONCON(CCN(OCCC(=O)O)C)C)C)C=C1)C 1-(2-(4-(2-((dimethylamino)methyl)-1-methyl-1H-imidazol-5-yl)phenoxy)-4-ethylphenyl)-3,8,11-trimethyl-4,7,12-trioxa-2,5,8,11-tetraazapentadecane-15-oic acid